tert-butyl (2S)-2-{[(2S)-1-amino-3-(4-iodophenyl)-1-oxopropan-2-yl] carbamoyl}-1,4-oxazepane-4-carboxylate NC([C@H](CC1=CC=C(C=C1)I)NC(=O)[C@H]1OCCCN(C1)C(=O)OC(C)(C)C)=O